methylolbehenamide C(O)C(C(=O)N)CCCCCCCCCCCCCCCCCCCC